N/C(/C#N)=C(/C#N)\N=C\C1=CC=C(C=C1)N(CC)CC 2-Amino-3-((E)-(4-(diethylamino)benzylidene)Amino)maleonitril